Cl.Cl.COC1=CC(=C(C=C1)NC1=NC=CC2=C1N(C(N2CC2CCNCC2)=O)C)C ((4-Methoxy-2-methylphenyl)amino)-3-methyl-1-(piperidin-4-ylmethyl)-1,3-dihydro-2H-imidazo[4,5-c]pyridin-2-one dihydrochloride